1-((2R,3R,4S,5S)-4-(1-isopropyl-4-(trifluoromethyl)-1H-imidazol-2-yl)cuban-1-yl)-N-methylmethanamine C(C)(C)N1C(=NC(=C1)C(F)(F)F)C12C3C4C5(C(C14)C2C53)CNC